[Na+].OC=1C=C2C=CC(=CC2=CC1O)S(=O)(=O)[O-] 6,7-dihydroxy-2-naphthalenesulfonic acid, sodium salt